C(#N)C1=CC(=CC=2N=C(OC21)C=2C(=C(C=CC2)C2=C(C(=CC=C2)NC=2N=CC=C1C=C(C=NC21)CNC[C@@H](C)O)C)C)CN2CCC(CC2)C(=O)O (R)-1-((7-cyano-2-(3'-(3-((2-hydroxypropyl-amino)methyl)-1,7-naphthyridin-8-ylamino)-2,2'-dimethyl-biphenyl-3-yl)benzo[d]oxazol-5-yl)methyl)piperidine-4-carboxylic acid